2-[(5-bromopyrrolo[2,3-d]pyrimidin-7-yl)methoxy]ethyl-trimethyl-silane BrC1=CN(C=2N=CN=CC21)COCC[Si](C)(C)C